(2-Chlorothiazol-4-yl)(3-fluoro-[1,1'-biphenyl]-4-yl)methanol ClC=1SC=C(N1)C(O)C1=C(C=C(C=C1)C1=CC=CC=C1)F